C(C)C1=C(C=CC=C1)[SiH2]N[SiH3] 2-ethylphenyldisilazane